(2R,3S)-3-((6-fluoro-2-(2-methoxy-7-methylquinoxalin-5-yl)thiazolo[5,4-b]pyridin-5-yl)oxy)butan-2-yl (2-((S)-2-hydroxypropoxy)pyrimidin-5-yl)carbamate O[C@H](COC1=NC=C(C=N1)NC(O[C@H](C)[C@H](C)OC1=C(C=C2C(=N1)SC(=N2)C2=C1N=CC(=NC1=CC(=C2)C)OC)F)=O)C